CC1=C(C=CC(=C1)C)[C@@H]([C@H](C)OC([C@@H](NC(=O)C1=NC=CC(=C1OCOC(C)=O)OC)C)=O)C(C)C N-{[3-(acetoxymethoxy)-4-methoxypyridyl]carbonyl}-L-alanine (2S,3S)-3-(2,4-dimethylphenyl)-4-methylpentan-2-yl ester